5-chloro-3-((4-chloro-phenylimino)methyl)-2-hydroxyphenyl nicotinate C(C1=CN=CC=C1)(=O)OC1=C(C(=CC(=C1)Cl)C=NC1=CC=C(C=C1)Cl)O